C(#N)C1=CC(=C(C=C1)C1=NC=C(C=N1)CN(C(OC(C)(C)C)=O)C(=O)OC(C)(C)C)C(=O)C1=C(N=C(S1)N1CCOCC1)C tert-Butyl N-[[2-[4-cyano-2-(4-methyl-2-morpholin-4-yl-1,3-thiazole-5-carbonyl)phenyl]pyrimidin-5-yl]methyl]-N-[(2-methylpropan-2-yl)oxycarbonyl]carbamate